(R)-2-(3-fluorobicyclo[1.1.1]pentan-1-yl)-5-phenyl-2,5,6,8-tetrahydro-3H-[1,2,4]triazolo[3,4-c][1,4]oxazin-3-one FC12CC(C1)(C2)N2N=C1COC[C@H](N1C2=O)C2=CC=CC=C2